(S)-4-(4-bromophenyl)-5,5-dimethyloxazolidinone BrC1=CC=C(C=C1)[C@@H]1NC(OC1(C)C)=O